O=C1NC(CCC1N1C(C2=CC=CC(=C2C1=O)NCCOCC(=O)N1CCN(CC1)C1CCC(CC1)NC(OC(C)(C)C)=O)=O)=O tert-butyl ((1r,4r)-4-(4-(2-(2-((2-(2,6-dioxopiperidin-3-yl)-1,3-dioxoisoindolin-4-yl)amino)ethoxy)acetyl)piperazin-1-yl)cyclohexyl)carbamate